N1CCC(CC1)C1=CC=C(NC2CNCCC2)C=C1 3-[4-(4-piperidyl)anilino]piperidine